O=C1N(C(C2=CC=CC=C12)=O)C[C@@H]1N(C2CC1C2)C(=O)OC(C)(C)C |r| Racemic-tert-butyl 3-((1,3-dioxoisoindolin-2-yl)methyl)-2-azabicyclo[2.1.1]hexane-2-carboxylate